(R)-(6-((2-methoxyethyl)(methyl)amino)-2-methylhex-3-yl)carbamic acid tert-butyl ester C(C)(C)(C)OC(N[C@@H](C(C)C)CCCN(C)CCOC)=O